2-(1-(4-amino-3-(3-hydroxyphenyl)-1H-pyrazolo[3,4-d]pyrimidin-1-yl)ethyl)-3-cyclopropylquinazolin-4(3H)-one NC1=C2C(=NC=N1)N(N=C2C2=CC(=CC=C2)O)C(C)C2=NC1=CC=CC=C1C(N2C2CC2)=O